CN1C[C@@H]2[C@H](CC1)CCN2C2=CC(=C(N=N2)C2=C(C=C(C=C2)C)O)C(F)F 2-[6-[(3aR,7aS)-6-methyl-3,3a,4,5,7,7a-hexahydro-2H-pyrrolo[2,3-c]pyridin-1-yl]-4-(difluoromethyl)pyridazin-3-yl]-5-methyl-phenol